NCC1=CC=C(C=C)C=C1 4-aminomethylstyrene